methyl (3-phenyl-3-(4-(trifluoromethyl)phenoxy)propyl)-L-threoninate C1(=CC=CC=C1)C(CCN[C@@H]([C@H](O)C)C(=O)OC)OC1=CC=C(C=C1)C(F)(F)F